FC(C(=O)O)(F)F.FC(C(=O)O)(F)F.COC1=CC(=NC=N1)C=1C=CC(=C(C1)O)C1=CN=C(N=N1)N1CC2(C1)CCN(CC2)C 5-(6-methoxypyrimidin-4-yl)-2-[3-(7-methyl-2,7-diazaspiro[3.5]non-2-yl)-1,2,4-triazin-6-yl]phenol bistrifluoroacetate